CN1C(N(C2=C1C(=CC=C2)N2CCC(CC2)NC)C2C(NC(CC2)=O)=O)=O 3-[3-methyl-4-[4-(methylamino)-1-piperidyl]-2-oxo-benzimidazol-1-yl]piperidine-2,6-dione